1-[(3r,4r)-4-({5-fluoro-4-[4-fluoro-2-methyl-1-(propane-2-yl)-1H-benzimidazol-6-yl]pyrimidin-2-yl}amino)-3-hydroxypiperidin-1-yl]ethanone FC=1C(=NC(=NC1)N[C@H]1[C@@H](CN(CC1)C(C)=O)O)C=1C=C(C2=C(N(C(=N2)C)C(C)C)C1)F